FC(C(=O)O)(F)F.FC=1C=NC=C(C1C=1C=C2CNCC2=CC1)C(F)(F)F 5-(3-fluoro-5-(trifluoromethyl)pyridin-4-yl)isoindoline trifluoroacetic Acid Salt